CC(C(=O)N1N=CC2=CC3=C(C=C12)C(=C(N3C3=CC(=C(C=C3)F)OC)C(C)C)/C=C/C(=O)OC)(C)C methyl (E)-3-[1-(2,2-dimethylpropanoyl)-5-(4-fluoro-3-methoxy-phenyl)-6-isopropyl-pyrrolo[2,3-f]indazol-7-yl]prop-2-enoate